FC1=CC=C(C=N1)C=1C=2N(C=C(N1)C=1C=NN(C1)C)N=CC2C#N 4-(6-fluoropyridin-3-yl)-6-(1-methyl-1H-pyrazole-4-yl)pyrazolo[1,5-a]pyrazine-3-carbonitrile